2-bromo-1-((3R,5S,8R,9S,10S,13S,14S,17S)-3-hydroxy-3-((methoxy-d3)methyl)-10,13-dimethylhexadecahydro-1H-cyclopenta[a]phenanthren-17-yl-17-d)ethan-1-one-2,2-d2 BrC(C(=O)[C@]1(CC[C@H]2[C@@H]3CC[C@H]4C[C@](CC[C@@]4([C@H]3CC[C@]12C)C)(COC([2H])([2H])[2H])O)[2H])([2H])[2H]